carbazide dinitrate [N+](=O)(O)[O-].[N+](=O)(O)[O-].NNC(=O)NN